CS(=O)(=O)C1(CC1)C1=C2C(=NC=C1)N(C=C2)COCC[Si](C)(C)C 4-(1-(methylsulfonyl)cyclopropyl)-1-((2-(trimethylsilyl)ethoxy)methyl)-1H-pyrrolo[2,3-b]pyridin